methyl 2-(bromomethyl)-3-fluoro-benzoate BrCC1=C(C(=O)OC)C=CC=C1F